3-((4-(hydroxymethyl)-2-methylbenzyl)amino)phthalic acid OCC1=CC(=C(CNC2=C(C(C(=O)O)=CC=C2)C(=O)O)C=C1)C